N-(3,4-dimethoxyphenyl)-7-(2-methoxypyridin-3-yl)thieno[3,2-d]pyrimidin-2-amine COC=1C=C(C=CC1OC)NC=1N=CC2=C(N1)C(=CS2)C=2C(=NC=CC2)OC